[Br-].OC1=CC(=CC=2C(C3=CC=CC(=C3C(C12)=O)O)=O)C(=O)NCCCC1=CC=[N+](C=C1)CC1=CC=C(C=C1)F (4-(3-(4,5-dihydroxy-9,10-dioxo-9,10-dihydroanthracene-2-carboxamido)propyl)-1-(4-fluorobenzyl)pyridin-1-ium) bromide salt